tert-Butyl (1R,5S,6s)-6-(1-((1H-indol-4-yl)methyl)-3-(methylcarbamoyl)-1H-pyrazole-5-carboxamido)-3-azabicyclo[3.1.0]hexane-3-carboxylate N1C=CC2=C(C=CC=C12)CN1N=C(C=C1C(=O)NC1[C@@H]2CN(C[C@H]12)C(=O)OC(C)(C)C)C(NC)=O